tert-butyl 2-((tert-butoxycarbonyl)(methyl)amino)-3-ethyl-7,8-dihydro-4H-pyrazolo[1,5-a][1,4]diazepine-5(6H)-carboxylate C(C)(C)(C)OC(=O)N(C1=NN2C(CN(CCC2)C(=O)OC(C)(C)C)=C1CC)C